C(C)(C)(C)OC(=O)N[C@H](C(=O)O)C1CCCC1 (S)-2-((t-butoxycarbonyl)amino)-2-cyclopentylacetic acid